O=C1NC(CCC1N1C(C2=CC=CC(=C2C1=O)NCC1CCC(CC1)N1N=C2C=C(C(=CC2=C1)NC(=O)C1=NC(=CC=C1)C(F)(F)F)C(C)(C)O)=O)=O N-[2-[4-[[[2-(2,6-dioxo-3-piperidyl)-1,3-dioxo-isoindolin-4-yl]amino]methyl]cyclohexyl]-6-(1-hydroxy-1-methyl-ethyl)indazol-5-yl]-6-(trifluoromethyl)pyridine-2-carboxamide